OC(=O)C(F)(F)F.NCC#CC=1C=CC2=C(C(=CO2)[C@H]2C(NC(CC2)=O)=O)C1 |o1:19| (S*)-3-(5-(3-aminoprop-1-yn-1-yl)benzofuran-3-yl)piperidine-2,6-dione TFA salt